NC1=C2N=CN(C2=NC(=N1)F)[C@H]1C[C@@H]([C@@](O1)(C#C)CO[P@](=O)(OC1=CC=CC=C1)N[C@@H](CC1=CC=CC=C1)C(=O)OC(C)C)OC(=O)OCCCCCCCC Isopropyl ((S)-(((2R,3S,5R)-5-(6-amino-2-fluoro-9H-purin-9-yl)-2-ethynyl-3-(((octyloxy)carbonyl)oxy)tetrahydro-furan-2-yl)methoxy)(phenoxy)phosphoryl)-L-phenylalaninate